sodium dodeca-11-ene-1-sulfonate C(CCCCCCCCCC=C)S(=O)(=O)[O-].[Na+]